5-chloro-2-(4-chloro-1H-1,2,3-triazol-1-yl)benzamide ClC=1C=CC(=C(C(=O)N)C1)N1N=NC(=C1)Cl